ClC1=C2C(=NC(=N1)C1CC1)NN=C2 4-chloro-6-cyclopropyl-1H-pyrazolo[3,4-d]Pyrimidine